(4aS,9bR)-6-bromo-2,3,4,4a,5,9b-hexahydro-1H-pyrido[4,3-b]indole BrC1=CC=CC=2[C@H]3[C@@H](NC12)CCNC3